2-(5-fluoro-6-methoxynicotinamido)benzo[d]thiazole-6-carboxylic acid FC=1C(=NC=C(C(=O)NC=2SC3=C(N2)C=CC(=C3)C(=O)O)C1)OC